(S)-3-(6-(3-((1-(1H-tetrazol-1-yl)propan-2-yl)oxy)-4-fluorophenyl)imidazo[1,2-b]pyridazin-3-yl)-4-cyanopyridine N-oxide N1(N=NN=C1)C[C@H](C)OC=1C=C(C=CC1F)C=1C=CC=2N(N1)C(=CN2)C=2C=[N+](C=CC2C#N)[O-]